FC1=CC=C2C(=N1)C=NN2 5-fluoro-1H-pyrazolo[4,3-b]pyridine